(1S,2S)-2-(3-chlorophenyl)-N-(6-(((6-cyclopropyl-8-(3-methyl-2,4-dioxoimidazolidin-1-yl)imidazo[1,2-b]pyridazin-2-yl)methyl)amino)pyrimidin-4-yl)cyclopropane-1-carboxamide ClC=1C=C(C=CC1)[C@@H]1[C@H](C1)C(=O)NC1=NC=NC(=C1)NCC=1N=C2N(N=C(C=C2N2C(N(C(C2)=O)C)=O)C2CC2)C1